(E)-3-(4-hydroxyphenyl)prop-2-enoic acid [3-ethyl-4-[(E)-3-(4-hydroxyphenyl) prop-2-enoyl] oxy-phenyl] ester C(C)C=1C=C(C=CC1OC(\C=C\C1=CC=C(C=C1)O)=O)OC(\C=C\C1=CC=C(C=C1)O)=O